NC=1OC2=C(N1)C=C(C=C2)C=2C=CC=1N(C2)C(=CN1)C(=O)N1CCOCC1 [6-(2-amino-1,3-benzoxazol-5-yl)imidazo[1,2-a]pyridin-3-yl]-morpholin-4-yl-methanone